FC(C=1C(=C(C=CC1C1=C(N=C(S1)C1=NOC(=N1)CC(C)(C)O)CO)S(=O)(=O)N[C@H](C(F)(F)F)CC)F)F (S)-3-(difluoromethyl)-2-fluoro-4-(2-(5-(2-hydroxy-2-methylpropyl)-1,2,4-oxadiazol-3-yl)-4-(hydroxymethyl)thiazol-5-yl)-N-(1,1,1-trifluorobut-2-yl)benzenesulfonamide